5-Chloro-6-(1-cyclopropylpiperidin-4-ylamino)pyridine-3-sulfonamide ClC=1C=C(C=NC1NC1CCN(CC1)C1CC1)S(=O)(=O)N